C/C(=C/CCC=O)/CCCC(C)C (Z)-5,9-dimethyldec-4-enal